(R)-N-((R)-4-Hydroxy-3-oxo-1-((S)-2-oxopyrrolidin-3-yl)butan-2-yl)-2-(2-methyl-4H-thieno[3,2-b]pyrrole-5-carbonyl)-2-azabicyclo[2.2.2]octane-3-carboxamide OCC([C@@H](C[C@H]1C(NCC1)=O)NC(=O)[C@@H]1N(C2CCC1CC2)C(=O)C2=CC1=C(N2)C=C(S1)C)=O